1-(3-chloro-5-methyl-phenyl)-5-cyano-4-oxo-cinnoline-3-carboxylic acid ClC=1C=C(C=C(C1)C)N1N=C(C(C2=C(C=CC=C12)C#N)=O)C(=O)O